ClC=1C(=NC=CC1C(=O)C1=NC=C(N=C1Cl)Cl)NCC1=CC=C(C=C1)OC (3-chloro-2-(4-methoxybenzylamino)pyridin-4-yl)(3,5-dichloropyrazin-2-yl)methanone